N-methyl-3-(1,2,3,4-tetrahydroquinolin-2-yl)benzamide CNC(C1=CC(=CC=C1)C1NC2=CC=CC=C2CC1)=O